2,6-dimethyloct-7-en-2-yl acrylate C(C=C)(=O)OC(C)(CCCC(C=C)C)C